N-(2-((3S,4R)-3-fluoro-4-(methoxy-d3)piperidin-1-yl)pyrimidin-4-yl)-5-isopropyl-8-((2R,3S)-2-methyl-3-((methylsulfonyl)methyl)azetidin-1-yl)isoquinolin-3-amine F[C@H]1CN(CC[C@H]1OC([2H])([2H])[2H])C1=NC=CC(=N1)NC=1N=CC2=C(C=CC(=C2C1)C(C)C)N1[C@@H]([C@H](C1)CS(=O)(=O)C)C